pentahydroxyl-iron O[Fe](O)(O)(O)O